2-(4-((2,5-dioxoimidazolidin-4-yl)methyl)-1H-1,2,3-triazol-1-yl)acetic acid O=C1NC(C(N1)CC=1N=NN(C1)CC(=O)O)=O